CC1CC(CC1)NCC(O)C1=CC=NC=C1 α-[[(3-Methylcyclopentyl)amino]methyl]-4-pyridinemethanol